BrC=1C(=CC(=C(C1)NC(=O)C1=CN(C(C=C1C(F)F)=O)C)N1C[C@@H](N([C@@H](C1)C)C)C)F N-(5-bromo-4-fluoro-2-((3S,5R)-3,4,5-trimethylpiperazin-1-yl)phenyl)-4-(difluoromethyl)-1-methyl-6-oxo-1,6-dihydropyridine-3-carboxamide